COC1=C(C=CC=C1)N1C(=C2C(N(N=CC2=C1C)C1=CC=CC=C1)=O)C 6-(2-Methoxyphenyl)-5,7-dimethyl-2-phenyl-2,6-dihydro-1H-pyrrolo[3,4-d]pyridazin-1-one